2-cyano-4-((2S,4S)-2-((trifluoromethoxy)methyl)-4-(4-(trifluoromethyl)phenoxy)pyrrolidin-1-yl)benzoic acid C(#N)C1=C(C(=O)O)C=CC(=C1)N1[C@@H](C[C@@H](C1)OC1=CC=C(C=C1)C(F)(F)F)COC(F)(F)F